C(C)(C)(C)C=1C=C(N(N1)C1=CC=C(C=C1)C)NC(=O)NC1=CC=C(C2=CC=CC=C12)OCCN1C=NC2=C1C=CC=C2OC 1-[5-tert-butyl-2-p-tolyl-2H-pyrazol-3-yl]-3-[4-(2-(4-methoxybenzimidazol-1-yl)ethoxy)naphthalen-1-yl]-urea